FC1COC2(CCC3(OCCO3)CC2)C1F 11,12-difluoro-1,4,9-trioxadispiro[4.2.48.25]tetradecane